C(CCCCCCCCC\C=C/C=C)O (11Z)-11,13-tetradecadiene-1-ol